6-(5-(1-(tert-Butoxycarbonyl)piperidin-4-yl)-3-isopropyl-1H-indol-2-yl)-8-methylimidazo[1,2-a]pyridine-2-carboxylic acid C(C)(C)(C)OC(=O)N1CCC(CC1)C=1C=C2C(=C(NC2=CC1)C=1C=C(C=2N(C1)C=C(N2)C(=O)O)C)C(C)C